(R)-5-tert-Butyl 3-ethyl 2-(2-(((benzyloxy) carbonyl) amino) ethyl)-6-methyl-6,7-dihydro-2H-pyrazolo[4,3-c]pyridine-3,5(4H)-dicarboxylate C(C1=CC=CC=C1)OC(=O)NCCN1N=C2C(CN([C@@H](C2)C)C(=O)OC(C)(C)C)=C1C(=O)OCC